ClC1=C(C(=C(C(=C1C(=O)N)Cl)Cl)Cl)C(=O)N 2,4,5,6-tetrachloro-1,3-benzenedicarboxamide